C(C1=CC=CC=C1)OC(=O)N1C[C@H](C(C=C[C@@H]1C)O)NC(=O)OCC1=CC=CC=C1 (3R,7S)-3-(((benzyloxy)carbonyl)amino)-4-hydroxy-7-methyl-2,3,4,7-tetrahydro-1H-azepine-1-carboxylic acid benzyl ester